1-(2-methylpropan-2-en-1-yl)-4-(trifluoromethyl)benzene CC(CC1=CC=C(C=C1)C(F)(F)F)=C